(R)-5-(3-(3-fluoro-5-methoxypyridin-4-yl)phenyl)-5,8,8-trimethyl-3-(trifluoromethyl)-5,8,9,10-tetrahydrobenzo[b][1,8]naphthyridin-6(7H)-one FC=1C=NC=C(C1C=1C=C(C=CC1)[C@]1(C2=C(NC=3N=CC(=CC13)C(F)(F)F)CC(CC2=O)(C)C)C)OC